CC1=C(C(=CC=C1)C)P(=O)(C1=C(C=CC=C1C)C)Cl Bis(2,6-dimethylphenyl)phosphoryl chloride